BrC=1C=C2CCC(C2=C(C1C)C)=O 5-bromo-6,7-dimethyl-2,3-dihydro-1H-inden-1-one